6,7-dichloro-5-(2-fluoro-5-methoxy-phenyl)-3-methyl-1,3-dihydro-1,4-benzodiazepine-2-One ClC1=C(C=CC2=C1C(=NC(C(N2)=O)C)C2=C(C=CC(=C2)OC)F)Cl